C1(CC1)[C@H]1NC2=C(OC1)C(=NC(=N2)N)N2CC(C2)NC (R)-7-Cyclopropyl-4-(3-(methylamino)azetidin-1-yl)-7,8-dihydro-6H-pyrimido[5,4-b][1,4]oxazin-2-amine